N-(4-(6-((2S,6R)-2,6-dimethylmorpholino)pyridin-2-yl)thiazol-2-yl)-1-(1-(methylsulfonyl)-1H-pyrrole-3-carbonyl)pyrrolidine-2-carboxamide C[C@@H]1O[C@@H](CN(C1)C1=CC=CC(=N1)C=1N=C(SC1)NC(=O)C1N(CCC1)C(=O)C1=CN(C=C1)S(=O)(=O)C)C